ClC1=NC=2C(C3(CCC2C(=N1)N1C[C@@H](N(CC1)C(=O)OC(C)(C)C)CC#N)CC1=CC=CC=C1C3)=O tert-butyl (S)-4-(2'-chloro-8'-oxo-1,3,5',8'-tetrahydro-6'H-spiro[indene-2,7'-quinazolin]-4'-yl)-2-(cyanomethyl)piperazine-1-carboxylate